ClC1=C(C=CC(=C1)C(F)(F)F)NC(CN1C(=C(C(C=2C1=NC=C(N2)C(F)F)=O)N2CCN(CC2)C(=O)C2=NC=NC(=C2O)C)CC)=O N-(2-chloro-4-(trifluoromethyl)phenyl)-2-(2-(difluoromethyl)-6-ethyl-7-(4-(5-hydroxy-6-methylpyrimidine-4-carbonyl)piperazin-1-yl)-8-oxopyrido[2,3-b]pyrazin-5(8H)-yl)acetamide